O1C(=CC=C1)C1OCC2C(O1)C(C(C(O2)OC2=CC=C(C=C2)C(C=CC2=CC=CC=C2)=O)O)O 1-[4-[[2-(Furan-2-yl)-7,8-dihydroxy-4,4a,6,7,8,8a-hexahydropyrano[3,2-d][1,3]dioxin-6-yl]oxy]phenyl]-3-phenylprop-2-en-1-one